bis-(butoxyethoxyethyl) terephthalate C(C1=CC=C(C(=O)OCCOCCOCCCC)C=C1)(=O)OCCOCCOCCCC